N-[(1S)-1-cyano-2-[(3S)-2-oxopyrrolidin-3-yl]ethyl]-3-cyclopropyl-2-[4-oxo-3-(2-trimethylsilylethoxymethyl)imidazo[4,5-c]pyridin-5-yl]propenamide C(#N)[C@H](C[C@H]1C(NCC1)=O)NC(C(=CC1CC1)N1C(C2=C(C=C1)N=CN2COCC[Si](C)(C)C)=O)=O